Cl.CC1NC(COC1)C 3,5-dimethyl-morpholine hydrochloride